NC1=CC=C(C(=N1)C1=C(C=2N=C(N=C(C2C=N1)N([C@H]1CNCC1)C)OC[C@]12CCCN2C[C@@H](C1)F)F)C (R)-3-((7-(6-amino-3-methylpyridin-2-yl)-8-fluoro-2-(((2R,7aS)-2-fluorotetrahydro-1H-pyrrolizin-7a(5H)-yl)methoxy)pyrido[4,3-d]pyrimidin-4-yl)(methyl)amino)pyrrolidin